tetraethyl (1-((tert-butyldimethylsilyl)oxy)-4-(1H-imidazol-1-yl)butane-1,1-diyl)bis(phosphonate) [Si](C)(C)(C(C)(C)C)OC(CCCN1C=NC=C1)(P(OCC)(OCC)=O)P(OCC)(OCC)=O